FC(CN1C(=NC=2C1=NC(=CC2)C2=CNC=1N=C(N=CC12)NC1CCC2(CN(C2)C(C)=O)CC1)C)F 1-(7-((5-(3-(2,2-difluoroethyl)-2-methyl-3H-imidazo[4,5-b]pyridin-5-yl)-7H-pyrrolo[2,3-d]pyrimidin-2-yl)amino)-2-azaspiro[3.5]nonan-2-yl)ethan-1-one